2-(3-(3-(5-methoxy-3-methylpyrazin-2-yl)phenyl)-3H-imidazo[4,5-b]pyridin-6-yl)propan-2-ol methyl-3-oxopiperidine-4-carboxylate CN1CC(C(CC1)C(=O)OC(C)(C)C=1C=C2C(=NC1)N(C=N2)C2=CC(=CC=C2)C2=NC=C(N=C2C)OC)=O